octadecylmethylphenacylsulfonium C(CCCCCCCCCCCCCCCCC)[S+](CC(=O)C1=CC=CC=C1)C